4-nitrobenzyl carbonochloridate C(OCC1=CC=C(C=C1)[N+](=O)[O-])(=O)Cl